O=C1NC(CCC1N1C(C2=CC=C(C=C2C1=O)NC[C@@H]1C[C@H](C1)N1N=CC(=C1)C1=NC2=CC(=CC=C2N=C1)C1CCOCC1)=O)=O 2-(2,6-dioxopiperidin-3-yl)-5-(((trans-3-(4-(7-(tetrahydro-2H-pyran-4-yl)quinoxalin-2-yl)-1H-pyrazol-1-yl)cyclobutyl)methyl)amino)isoindoline-1,3-dione